7-(4-bromo-3-chloro-benzoyl)-N-[(3-ethylsulfonylphenyl)methyl]-2-(4-isopropoxyphenyl)-3-oxo-6,8-dihydro-5H-imidazo[1,5-a]pyrazine-1-carboxamide BrC1=C(C=C(C(=O)N2CC=3N(CC2)C(N(C3C(=O)NCC3=CC(=CC=C3)S(=O)(=O)CC)C3=CC=C(C=C3)OC(C)C)=O)C=C1)Cl